N1N=CC=2C1=NC=C(N2)C(=O)O 1H-pyrazolo[3,4-b]Pyrazine-5-carboxylic acid